1-cyclopentyl-3-(trifluoromethyl)-1H-pyrazole-5-amine C1(CCCC1)N1N=C(C=C1N)C(F)(F)F